C(#N)C(C)(C)C1=CC=C(C=C1)C1=C(C(=NC=C1)N1C(CC(C1)C)(C)C)C(=O)N 4-(1-cyano-1-methyl-ethyl)phenyl-2-(2,2,4-trimethylpyrrolidin-1-yl)pyridine-3-carboxamide